(±)-1-[2-(dimethylamino)-1-(4-methoxyphenyl)ethyl]-cyclohexanol hydrochloride Cl.CN(C[C@@H](C1=CC=C(C=C1)OC)C1(CCCCC1)O)C |r|